Ethyl 3-((1r,3s)-3-((tert-butyldiphenylsilyl)oxy)cyclobutyl)propanoate [Si](C1=CC=CC=C1)(C1=CC=CC=C1)(C(C)(C)C)OC1CC(C1)CCC(=O)OCC